COCCC(C)N1CCN(CC1)C1=C(C(N(C2=CC=C(N=C12)C)C)=O)C#N 4-[4-(4-methoxybutan-2-yl)piperazin-1-yl]-1,6-dimethyl-2-oxo-1,2-dihydro-1,5-naphthyridine-3-carbonitrile